C(C)NC(C(C)OC=1C=C2C=C(C=NC2=C(C1)C)C#C)=S N-ethyl-2-[(3-ethynyl-8-methyl-6-quinolinyl)oxy]-2-methylthioacetamide